3-p-Nitrobenzoyloxy-3-buten-2-one [N+](=O)([O-])C1=CC=C(C(=O)OC(C(C)=O)=C)C=C1